FC(OC1=NC(=CN=C1)B(O)O)F 2-(DIFLUOROMETHOXY)PYRAZINE-6-BORONIC ACID